N1=C(N=CC=C1)N1CCOCC1 4-(pyrimidin-2-yl)morpholine